C(C)N1C(C=2[C@H]([C@H](CCC2C=C1)NS(=O)(=O)C)CC=1C=C(C=CC1)C1=C(C(=CC=C1)OC)F)=O |r| rac-N-{(7S,8R)-2-ethyl-8-[(2'-fluoro-3'-methoxy[1,1'-biphenyl]-3-yl)methyl]-1-oxo-1,2,5,6,7,8-hexahydroisoquinolin-7-yl}methanesulfonamide